FC1=C(CN2N=C(N=C2)C(=O)N[C@H]2C(N(C=3N(CC2)N=C(C3)[C@@H]3C(C3)(F)F)C)=O)C=CC=C1F 1-(2,3-difluorobenzyl)-N-((R)-2-((R)-2,2-difluorocyclopropyl)-4-methyl-5-oxo-5,6,7,8-tetrahydro-4H-pyrazolo[1,5-a][1,3]diazepin-6-yl)-1H-1,2,4-triazole-3-carboxamide